CN(C)C1=CC=CC2=CC=CC=C12 N,N-dimethyl-α-naphthylamine